5-Fluoro-6-(2-methoxyethoxy)-1-(4-methylbenzenesulfonyl)-1H-indazole FC=1C=C2C=NN(C2=CC1OCCOC)S(=O)(=O)C1=CC=C(C=C1)C